FC1=C(C=C(C=C1)C1=NN(C(=C1)O)C=1SC=C(N1)C(=O)O)S(NC)(=O)=O 2-(3-(4-fluoro-3-(N-methylsulfamoyl)phenyl)-5-hydroxy-1H-pyrazol-1-yl)thiazole-4-carboxylic acid